C1(CCCCC1)C1(C(NC2=C(C=CC=C12)C(F)(F)F)=O)N1CCC(=CC1)B1OC(C(O1)(C)C)(C)C 3-cyclohexyl-3-(4-(4,4,5,5-tetramethyl-1,3,2-dioxaborolan-2-yl)-3,6-dihydropyridin-1(2H)-yl)-7-(trifluoromethyl)indolin-2-one